C(#N)C1CC2(C1)C[C@H](N(CC2)CC2=C1C=CNC1=C(C=C2OC)C)C2=CC=C(C(=O)NC1(CC1)C(=O)OC)C=C2 methyl 1-(4-((2S,4r,6S)-2-cyano-7-((5-methoxy-7-methyl-1H-indol-4-yl)methyl)-7-azaspiro[3.5]nonan-6-yl)benzamido)cyclopropane-1-carboxylate